S1C=NC2=C1C(=CC=C2)CCC[C@H]2C[C@@H]1N(CCN(C1)C1=CC(=NC=C1)C#N)C2=O 4-((7S,8aS)-7-(3-(benzo[d]thiazol-7-yl)propyl)-6-oxohexahydropyrrolo[1,2-a]pyrazin-2(1H)-yl)picolinonitrile